2-ethyl-phenyl stearate C(CCCCCCCCCCCCCCCCC)(=O)OC1=C(C=CC=C1)CC